OC1=CC=C(C=C1)O 4-hydroxyphenol